ClC=1C=CC(=NC1OC)N 5-chloro-6-methoxypyridin-2-amine